[C@H]1([C@H](O)[C@@H](O)[C@@H](O)[C@H](O1)CO)OC[C@@H]([C@@H]([C@@H](CCCCCCCCCCCCCC)O)O)NC(CCCCCCCCCCCCCCCCCCCCCCCCC)=O (2S,3S,4R)-1-O-(α-D-galactosyl)-N-hexacosanoyl-2-amino-1,3,4-octadecanetriol